FC1=C(C2=C(C(=C(C(=C2C(=C1F)F)F)F)F)F)[B-](C1=C(C(=C(C2=C(C(=C(C(=C12)F)F)F)F)F)F)F)(C1=C(C(=C(C2=C(C(=C(C(=C12)F)F)F)F)F)F)F)C1=C(C(=C(C2=C(C(=C(C(=C12)F)F)F)F)F)F)F.C1=CC=CC=C1 Benzene tetra(perfluoronaphthyl)borate